methyl 2-(2-oxo-6-(trifluoromethyl)quinolin-1(2H)-yl)acetate O=C1N(C2=CC=C(C=C2C=C1)C(F)(F)F)CC(=O)OC